C(C)(C)(C)OC(=O)N1C(OC[C@@H]1C1=CC(=C(C=C1)N1N=CN=C1C(F)F)F)(C)C (S)-4-(4-(5-(difluoromethyl)-1H-1,2,4-triazol-1-yl)-3-fluorophenyl)-2,2-dimethyloxazolidine-3-carboxylic acid tert-butyl ester